4-phenyl-1,3-benzoxazin-2(4H)-one C1(=CC=CC=C1)C1NC(OC2=C1C=CC=C2)=O